COC1=NC(=CC=C1N1CCN(CC1)C(=O)OC(C)(C)C)C(=O)OC tert-butyl 4-(2-methoxy-6-(methoxycarbonyl)pyridin-3-yl)piperazine-1-carboxylate